3,7-dimethyltridecan-2-ol CC(C(C)O)CCCC(CCCCCC)C